(R/S)-1-(Azetidin-2-ylmethyl)-6-phenyl-3H-imidazo[4,5-b]pyridin-2-on N1[C@H](CC1)CN1C(NC2=NC=C(C=C21)C2=CC=CC=C2)=O |r|